(S)-1-(3-fluoro-5-(trifluoromethyl)pyridine-2-yl)ethan-1-ol FC=1C(=NC=C(C1)C(F)(F)F)[C@H](C)O